Methyl 4-[[2-fluoro-3-(trifluoromethoxy)-6-[4-(trifluoromethoxy)phenoxy] benzoyl]amino]pyridine-2-carboxylate FC1=C(C(=O)NC2=CC(=NC=C2)C(=O)OC)C(=CC=C1OC(F)(F)F)OC1=CC=C(C=C1)OC(F)(F)F